ClC=1C=C2C(=C3C1NC(NC31CCCCC1)=O)OC(=N2)CNC(C)C2OCCCC2 5-chloro-2-({[1-(oxan-2-yl)ethyl]amino}methyl)-7,8-dihydro-6H-spiro[[1,3]oxazolo[5,4-f]quinazoline-9,1'-cyclohexan]-7-one